2-chloro-6-methoxypyridine-4-carbaldehyde ClC1=NC(=CC(=C1)C=O)OC